2,4-bis(2-hydroxy-4-(2-hydroxyethoxy)-phenyl)-6-(2,4-dimethylphenyl)-s-triazine OC1=C(C=CC(=C1)OCCO)C1=NC(=NC(=N1)C1=C(C=C(C=C1)OCCO)O)C1=C(C=C(C=C1)C)C